3,8-bis(1-(4-fluorobutoxy)ethyl)porphyrin [(3S)-5-oxopyrrolidin-3-yl]4-[3-[2-(isopropylamino)-3-pyridyl]pyrazolo[1,5-a]pyrimidin-5-yl]piperazine-1-carboxylate O=C1C[C@@H](CN1)C1N(CCN(C1)C1=NC=2N(C=C1)N=CC2C=2C(=NC=CC2)NC(C)C)C(=O)O.FCCCCOC(C)C=2C=C1NC2C=C2C=C(C(=N2)C=C2C=CC(N2)=CC=2C=CC(N2)=C1)C(C)OCCCCF